FC1=C(C=CC(=C1)O[C@H](C)C1=CC=CC=C1)B1OC(C)(C)C(C)(C)O1 (R)-(2-fluoro-4-(1-phenylethoxy)phenyl)boronic acid pinacol ester